NCC#CC1=CC=C(C=C1)C1=CC=C(O1)C(=O)NCCCCNC(C[C@H]1C=2N(C3=C(C(=N1)C1=CC=C(C=C1)Cl)C(=C(S3)C)C)C(=NN2)C)=O (S)-5-(4-(3-aminoprop-1-yn-1-yl)phenyl)-N-(4-(2-(4-(4-chlorophenyl)-2,3,9-trimethyl-6H-thieno[3,2-f][1,2,4]triazolo[4,3-a][1,4]diazepin-6-yl)acetamido)butyl)furan-2-carboxamide